tris(benzalacetone) palladium (0) [Pd].C(C1=CC=CC=C1)=CC(C)=O.C(C1=CC=CC=C1)=CC(C)=O.C(C1=CC=CC=C1)=CC(C)=O